N[C@H]1CS(C2=C(N(C1=O)CC1=CC=C(C=C1)C1=CC=C(C=C1)OC)C=C(C(=C2)F)C=2C=NC(=C(C2)C)C)(=O)=O (3R)-3-amino-7-(5,6-dimethyl-3-pyridyl)-8-fluoro-5-[[4-(4-methoxyphenyl)phenyl]meth-yl]-1,1-dioxo-2,3-dihydro-1λ6,5-benzothiazepin-4-one